CNC(=O)N1CCC2(CNCN2C)CC1 N,1-dimethyl-1,3,8-triazaspiro[4.5]decane-8-carboxamide